C(C)(C)(CC)C1CCC(CC1)=O 4-tert-Amylcyclohexanon